1-(4-((4,5-dichloro-2-methoxyphenyl)(ethylamino)methyl)piperidin-1-yl)-2,3-dihydroxypropan-1-one ClC1=CC(=C(C=C1Cl)C(C1CCN(CC1)C(C(CO)O)=O)NCC)OC